2-(3,3-Difluoropyrrolidin-1-yl)-6-methylpyrimidine-4-carboxylic acid methyl ester COC(=O)C1=NC(=NC(=C1)C)N1CC(CC1)(F)F